methyl-7-(3-cyclopropylphenoxy)-2,2-dimethyl-3,4-dihydropyrano[3,2-b]pyridine Tetrakis((perfluorophenyl)methyl)2'-formyl-5'-hydroxy-[1,1':3',1''-terphenyl]-3,3'',5,5''-tetracarboxylate FC1=C(C(=C(C(=C1F)F)F)F)COC(=O)C=1C=C(C=C(C1)C(=O)OCC1=C(C(=C(C(=C1F)F)F)F)F)C1=C(C(=CC(=C1)O)C1=CC(=CC(=C1)C(=O)OCC1=C(C(=C(C(=C1F)F)F)F)F)C(=O)OCC1=C(C(=C(C(=C1F)F)F)F)F)C=O.CC1CC2=NC=C(C=C2OC1(C)C)OC1=CC(=CC=C1)C1CC1